3-(5-((R)-4-methyl-2-oxo-3-(pyrazin-2-yl)imidazolidin-1-yl)-1-oxoisoindolin-2-yl)piperidine-2,6-dione C[C@H]1N(C(N(C1)C=1C=C2CN(C(C2=CC1)=O)C1C(NC(CC1)=O)=O)=O)C1=NC=CN=C1